N[C@@H](C)C=1N(C(C2=C(C=CC=C2C1)C#CC=1C=NN(C1)C([2H])([2H])[2H])=O)C1=CC=CC=C1 (S)-3-(1-aminoethyl)-8-((1-(methyl-d3)-1H-pyrazol-4-yl)ethynyl)-2-phenylisoquinolin-1(2H)-one